1,2,3,4-tetramethylanthracene-9,10-dione CC1=C(C(=C(C=2C(C3=CC=CC=C3C(C12)=O)=O)C)C)C